C(CCCCCCNCCCCCCCCNCCCC(NCCCC(NCCCCCCCCCCCCCCCC(=O)[O-])C(=O)[O-])C(=O)[O-])C(=O)[O-] 8,17,22,27-tetraazadotetracontane-1,21,26,42-tetracarboxylate